C(C)OC(COC1=C(C=CC(=C1)[N+](=O)[O-])Cl)=O 2-Chloro-5-nitrophenoxyacetic acid ethyl ester